N-(4-(4-Amino-7-(1-isobutyrylpiperidin-4-yl)pyrrolo[2,1-f][1,2,4]triazin-5-yl)phenyl)-5'-fluoro-6-methyl-2-oxo-5-(thiazol-4-yl)-2H-[1,3'-bipyridine]-3-carboxamide NC1=NC=NN2C1=C(C=C2C2CCN(CC2)C(C(C)C)=O)C2=CC=C(C=C2)NC(=O)C=2C(N(C(=C(C2)C=2N=CSC2)C)C=2C=NC=C(C2)F)=O